(propylsulfonyl)amide C(CC)S(=O)(=O)[NH-]